C(C1=CC=CC=C1)OC(=O)N[C@H](C(=O)O)CC1(CCC1)C (S)-2-(benzyloxycarbonylamino)-3-(1-methylcyclobutyl)propanoic acid